2-[2-fluoro-3-(morpholino-methyl)phenyl]-4-[[5-(4-hydroxy-1-piperidyl)-2-pyridyl]amino]-6H-1,6-naphthyridin-5-one FC1=C(C=CC=C1CN1CCOCC1)C1=NC=2C=CNC(C2C(=C1)NC1=NC=C(C=C1)N1CCC(CC1)O)=O